FC1=C(C=C(C=C1)[N+](=O)[O-])N1CCCCC1 1-(2-fluoro-5-nitrophenyl)piperidin